7-(1-aminoethyl)-6-(3-fluorophenyl)-3-methyl-5H-thiazolo[3,2-a]pyrimidin-5-one NC(C)C=1N=C2N(C(C1C1=CC(=CC=C1)F)=O)C(=CS2)C